C(C)(C)OC1=CC=C(C=C1)S(=O)(=O)NC1=CC=C(C=C1)C1=C2C(=NC(=C1)NC(=O)C1CC1)NC=C2 N-(4-(4-((4-isopropoxyphenyl)sulfonamido)phenyl)-1H-pyrrolo[2,3-b]pyridin-6-yl)cyclopropylcarboxamide